(R)-6-(3-methyl-1,4-oxazepan-4-yl)quinoline-4-carboxylic acid C[C@@H]1COCCCN1C=1C=C2C(=CC=NC2=CC1)C(=O)O